6-Bromo-3,4-dihydro-2H-pyrido[3,2-B][1,4]oxazine BrC=1C=CC=2OCCNC2N1